4-((2-chloro-6-fluorobenzyl)amino)-2-((1-cyclopropyl-1H-pyrazol-4-yl)amino)pyrimidin-5-carboxamide ClC1=C(CNC2=NC(=NC=C2C(=O)N)NC=2C=NN(C2)C2CC2)C(=CC=C1)F